CCOC(=O)CCNCCC[Si](OCC)(OCC)OCC N-(2-ethoxycarbonyl)ethyl-3-aminopropyltriethoxysilane